tert-butyl ((1r,4r)-4-((4-(4-aminophenyl)-1,4-diazepan-1-yl)methyl)cyclohexyl)carbamate NC1=CC=C(C=C1)N1CCN(CCC1)CC1CCC(CC1)NC(OC(C)(C)C)=O